3-(4-chlorobenzyl)-1-(2-chloro-4-(pyridin-4-yl)phenyl)pyrrolidin-2-one ClC1=CC=C(CC2C(N(CC2)C2=C(C=C(C=C2)C2=CC=NC=C2)Cl)=O)C=C1